6-chloro-5-(3-fluoro-4-morpholino-phenyl)-3-[hydroxy-(3-methoxyisoxazol-5-yl)methylene]indolin-2-one ClC1=C(C=C2C(C(NC2=C1)=O)=C(C1=CC(=NO1)OC)O)C1=CC(=C(C=C1)N1CCOCC1)F